3-((4-(trifluoromethyl)benzyl)amino)-1,3-oxazinan-2-one FC(C1=CC=C(CNN2C(OCCC2)=O)C=C1)(F)F